COC1=CC=C(C=C1)C12C[C@H]3C([C@H](CC(C1)C3)C2)C=O (1R,3S,5s,7s)-5-(4-methoxyphenyl)adamantane-2-carbaldehyde